((R)-1-hydroxyethyl)pyridin O[C@H](C)C1=NC=CC=C1